Prop-2-yn-1-yl (2-amino-6-((4-fluorobenzyl)amino)pyridin-3-yl)carbamate NC1=NC(=CC=C1NC(OCC#C)=O)NCC1=CC=C(C=C1)F